C(=C)OCC(C)(OC(CC(C(=O)O)=C)C)OC(C)C 2-(Vinyloxyisopropoxyisopropoxy)propyl-acrylic acid